tert-butyl N-[6-[4-(2-hydroxyethyl)piperazin-1-yl]-2-pyridyl]carbamate OCCN1CCN(CC1)C1=CC=CC(=N1)NC(OC(C)(C)C)=O